methyl (E)-10,10,10-trifluorodec-8-enoate FC(/C=C/CCCCCCC(=O)OC)(F)F